C(C)(C)(C)OC(CNCC(=O)OCC1=CC=CC=C1)=O Benzyl (2-(tert-butoxy)-2-oxoethyl)glycinate